O=C1NC2=C(N1)C=CC(=C2)NC(=O)NC2=CC=C(C=C2)NC2=CC=CC=C2 1-(2-Oxo-2,3-dihydro-1H-benzo[d]imidazol-5-yl)-3-(4-(phenylamino)phenyl)urea